FC1=CC(=C(C=C1)[C@@H]([C@H](C)OC([C@@H](N)C)=O)C(C)C)C L-alanine (2S,3S)-3-(4-fluoro-2-methylphenyl)-4-methylpent-2-yl ester